C(C1=CC=CC=C1)N1S(NC[C@H]1C(=O)N(C=1C=C(C=CC1)C)C)(=O)=O (3S)-2-benzyl-N-methyl-N-(m-tolyl)-1,1-dioxo-1,2,5-thiadiazolidine-3-carboxamide